[N+](=[N-])=CC(CC[C@@H](C(=O)OCCN1CCOCC1)NC([C@H](C)OC)=O)=O 2-morpholinoethyl (S)-6-diazo-2-((S)-2-methoxypropanamido)-5-oxohexanoate